3-[7-chloro-2-(4-fluorophenyl)-1H-indol-3-yl]-N-[(1S)-2,2-difluoro-1-(hydroxymethyl)ethyl]Propionamide ClC=1C=CC=C2C(=C(NC12)C1=CC=C(C=C1)F)CCC(=O)N[C@H](C(F)F)CO